dimethyl-n-undecylamine CN(CCCCCCCCCCC)C